C(C)C1=C(C=CC=C1F)NC(=S)C=1C(NCCC1O)=O N-(2-ethyl-3-fluorophenyl)-4-hydroxy-2-oxo-1,2,5,6-tetrahydropyridine-3-thiocarboxamide